5,6-diamino-2,4-dihydroxypyrimidine hydrochloride Cl.NC=1C(=NC(=NC1N)O)O